bis[4-(2-dimethylaminoethoxy)phenyl]diazene CN(CCOC1=CC=C(C=C1)N=NC1=CC=C(C=C1)OCCN(C)C)C